FC=1C(=CC2=C(NC(C=3N(C2)C=C(C3)C3=CC=C(C#N)C=C3)=O)C1)N1CCNCC1 4-(8-fluoro-11-oxo-7-(piperazin-1-yl)-10,11-dihydro-5H-benzo[e]pyrrolo[1,2-a][1,4]diazepin-2-yl)benzonitrile